(4-chlorophenyl) dithio-benzoate C(C1=CC=CC=C1)(=S)SC1=CC=C(C=C1)Cl